C(C)(C)(C)[C@@H]1OC2=CC(=C(C=C2C(C1)=O)OC)OCCCOC |r| (RS)-2-(tert-Butyl)-6-methoxy-7-(3-methoxypropoxy)chroman-4-one